C(#N)C=1C=C(COC(=O)N[C@H](C(=O)O)CCN(CCCCC2=NC=3NCCCC3C=C2)C2CC2)C=CC1 (S)-2-((((3-cyanobenzyl)oxy)carbonyl)amino)-4-(cyclopropyl(4-(5,6,7,8-tetrahydro-1,8-naphthyridin-2-yl)butyl)amino)butanoic acid